bis(cycloocta-1,5-diene) nickel (0) [Ni].C1=CCCC=CCC1.C1=CCCC=CCC1